C(COC)OC1CC(NC(C1)(C)C)(C)C 4-(3-oxabutyloxy)-2,2,6,6-tetramethylpiperidine